7-((1r,4r)-4-(2-methoxy-4-methylpyridin-3-yl)cyclohexyl)-3-methyl-5-((3-(trifluoromethyl)pyridin-2-yl)methyl)pyrido[2,3-b]pyrazin-6(5H)-one COC1=NC=CC(=C1C1CCC(CC1)C1=CC=2C(=NC(=CN2)C)N(C1=O)CC1=NC=CC=C1C(F)(F)F)C